CN([C@@H]([C@@H](C)CC)C(=O)OC(CC=1SC2=C(N1)C=CC(=C2)OC)C)CCC(OC2=CC=C(C=C2)C(F)(F)F)C2=CC=CC=C2 (6-Methoxybenzothiazol-2-yl)propan-2-ol Methyl-(3-phenyl-3-(4-(trifluoromethyl)phenoxy)propyl)-L-isoleucinate